Butanediol stearate C(CCCCCCCCCCCCCCCCC)(=O)OC(CCC)O